S1C=NC2=C1C=CC(=C2)NC2=CC=NC1=CC(=C(C=C21)P(C)(C)=O)Br (4-(benzo[d]thiazol-5-ylamino)-7-bromoquinolin-6-yl)dimethylphosphine oxide